5-chloro-6-iodo-3H-1,3-benzodiazole ClC1=CC2=C(N=CN2)C=C1I